CC1C(CCCC1)NC(=O)CC(CC(=O)NC1C(CCCC1)C)C(=O)NC1C(CCCC1)C 1,2,3-propanetricarboxylic acid, tri(2-methylcyclohexylamide)